[Ni]=[Se].[Fe] iron-nickel selenide